BrC=1SC2=C(C1)C=CC=C2 2-Bromo-1-benzothiophene